NC1=NOC(C1)(C)C amino-5,5-dimethyl-4,5-dihydroisoxazole